1-((2-(2,6-dioxopiperidin-3-yl)-1,3-dioxoisoindolin-4-yl)glycyl)azetidin O=C1NC(CCC1N1C(C2=CC=CC(=C2C1=O)NCC(=O)N1CCC1)=O)=O